2-(ethyl-(methyl)amino)Pyridin C(C)N(C1=NC=CC=C1)C